1-(3-chloro-4-methylphenyl)-3-((5-(2,6-dioxopiperidin-3-yl)-6-oxo-5,6-dihydro-4H-thieno[2,3-c]pyrrol-2-yl)methyl)thiourea ClC=1C=C(C=CC1C)NC(=S)NCC1=CC2=C(C(N(C2)C2C(NC(CC2)=O)=O)=O)S1